Butyl 1-((methylsulfonyl)methyl)-3-trityl-3,8-diazabicyclo[3.2.1]octane-8-carboxylate CS(=O)(=O)CC12CN(CC(CC1)N2C(=O)OCCCC)C(C2=CC=CC=C2)(C2=CC=CC=C2)C2=CC=CC=C2